N-Methylethanolamine CNCCO